methyl 2-(7-azabicyclo[2.2.1]hept-7-yl)-2-oxoacetate C12CCC(CC1)N2C(C(=O)OC)=O